C1(CC1)[C@@H](CCCN1C=NC2=CC(=C(C=C2C1=O)F)C1=NC=C(C=N1)C(F)F)NC=1C=NNC(C1C(F)(F)F)=O 3-[(4R)-4-cyclopropyl-4-[[6-oxo-5-(trifluoromethyl)-1H-pyridazin-4-yl]amino]butyl]-7-[5-(difluoromethyl)pyrimidin-2-yl]-6-fluoro-quinazolin-4-one